[C@H]12COC[C@@H]2C1NC(=O)C=1C=C(C2=C(C(CO2)C2=CC=C(OCCNC([O-])=O)C=C2)C1)C(NC)=O 2-(4-(5-(((1R,5S,6r)-3-oxabicyclo[3.1.0]hexan-6-yl)carbamoyl)-7-(methylcarbamoyl)-2,3-dihydrobenzofuran-3-yl)phenoxy)ethylcarbamate